5-fluoro-1,4,5,6-tetrahydropyrimidine FC1CN=CNC1